4-((5-Nitro-1-(benzenesulfonyl)-1H-pyrrolo[2,3-b]pyridin-4-yl)amino)tetrahydro-2H-pyran-4-carboxylate [N+](=O)([O-])C=1C(=C2C(=NC1)N(C=C2)S(=O)(=O)C2=CC=CC=C2)NC2(CCOCC2)C(=O)[O-]